2,2'-sulfonyldiphenol S(=O)(=O)(C1=C(C=CC=C1)O)C1=C(C=CC=C1)O